NC=1C2=C(N=CN1)N(C(=C2C2=CC=C(C=C2)OC2=NC=CC=N2)[C@H]2CN(CC2)C(C=C)=O)C (R)-1-(3-(4-amino-7-methyl-5-(4-(pyrimidin-2-yloxy)phenyl)-7H-pyrrolo[2,3-d]pyrimidin-6-yl)pyrrolidin-1-yl)prop-2-en-1-one